OC=1C=C(C=CC1C(NO)=O)N(C(=O)[C@@H]1N(CC1)S(=O)(=O)C1=C(C(=C(C(=C1F)F)F)F)F)CC1=CC=C(C=C1)C1CCOCC1 (R)-N-(3-hydroxy-4-(hydroxycarbamoyl)phenyl)-1-((perfluorophenyl)sulfonyl)-N-(4-(tetrahydro-2H-pyran-4-yl)benzyl)azetidine-2-carboxamide